FC1(CCC(CC1)[C@H](NC(=O)C1(CC1)C)C1=NC2=C(N1)C=CC(=C2)[C@@H](C)NC(CCC(F)(F)F)=O)F N-((S)-(4,4-Difluorocyclohexyl)(5-((R)-1-(4,4,4-trifluorobutanamido)ethyl)-1H-benzo[d]imidazol-2-yl)methyl)-1-methylcyclopropane-1-carboxamide